N(=NCCCC(=O)[O-])CCCC(=O)[O-] azodibutyrate